CC1C(O1)[SiH2]OOC (3-epoxypropyl)methyldioxysilane